3-(2-fluoro-4-nitrophenyl)-1-isopropyl-7-(methylthio)-3,4-dihydropyrimido[4,5-d]pyrimidin-2(1H)-one FC1=C(C=CC(=C1)[N+](=O)[O-])N1C(N(C2=NC(=NC=C2C1)SC)C(C)C)=O